3-(2-fluoro-3-((3-oxomorpholino)methyl)benzyl)-7-(pyridazin-3-yloxy)-3,4-dihydro-2H-benzo[e][1,3]oxazin-2-one FC1=C(CN2C(OC3=C(C2)C=CC(=C3)OC=3N=NC=CC3)=O)C=CC=C1CN1C(COCC1)=O